1-((1H-pyrrolo[2,3-b]pyridin-4-yl)methyl)-5,5-dimethyl-3-(4-((trifluoromethyl)thio)phenyl)imidazolidine-2,4-dione N1C=CC=2C1=NC=CC2CN2C(N(C(C2(C)C)=O)C2=CC=C(C=C2)SC(F)(F)F)=O